O[C@@H](C)C1=C(C=CC=C1)C#CCNC(OC(C)(C)C)=O tert-butyl (S)-(3-(2-(1-hydroxyethyl)phenyl)prop-2-yn-1-yl)carbamate